ethyl 3-pyridazin-4-yl-1H-pyrazole-5-carboxylate N1=NC=C(C=C1)C1=NNC(=C1)C(=O)OCC